C(C#C)OC1=CC=C(C=N1)CC1=NOC(=C1)C=1C(=NC=CC1)N 3-(3-((6-(prop-2-yn-1-yloxy)pyridin-3-yl)methyl)isoxazol-5-yl)pyridin-2-amine